dodecenyl alcohol C(=CCCCCCCCCCC)O